6,8-dichloro-3,4-dicyclopropyl-5-fluoro-2H-2,7-naphthyridin-1-one ClC=1C(=C2C(=C(NC(C2=C(N1)Cl)=O)C1CC1)C1CC1)F